(2S,5R)-N-{[(2S,4R)-4-(1H-1,2,4-triazol-1-ylmethyl)-pyrrolidin-2-yl]methyloxy}-7-oxo-6-(sulfooxy)-1,6-diazabicyclo[3.2.1]octane-2-carboxamide N1(N=CN=C1)C[C@@H]1C[C@H](NC1)CONC(=O)[C@H]1N2C(N([C@H](CC1)C2)OS(=O)(=O)O)=O